OC(CCCCCCCC(=O)O)CCCCCCCCCCCC 9-Hydroxy-heneicosanoic acid